ClC=1C(=C(CN2[C@@H](C[C@@H](CC2)CC2=NC(=CC=C2C)NC2=NNC(=C2)C)CC)C=CC1)F (2R,4R)-1-(3-chloro-2-fluorobenzyl)-2-ethyl-4-((3-methyl-6-((5-methyl-1H-pyrazol-3-yl)amino)-pyridin-2-yl)methyl)piperidine